1-(4-sulfobutyl)-2-butenyl-pyridine S(=O)(=O)(O)CCCCN1C(C=CC=C1)C=CCC